mono-(2-hydroxyethyl) terephthalate C(C1=CC=C(C(=O)[O-])C=C1)(=O)OCCO